N-((1s,3s)-3-(6-((3-((1-((2-(2,6-dioxopiperidin-3-yl)-1,3-dioxoisoindolin-4-yl)glycyl)piperidin-4-yl)methoxy)benzyl)amino)-9H-purin-9-yl)cyclobutyl)-6-methylpicolinamide O=C1NC(CC[C@@H]1N1C(C2=CC=CC(=C2C1=O)NCC(=O)N1CCC(CC1)COC=1C=C(CNC2=C3N=CN(C3=NC=N2)C2CC(C2)NC(C2=NC(=CC=C2)C)=O)C=CC1)=O)=O